NC1=CC(=C(C#N)C=C1)N1CCCC1 4-amino-2-(pyrrolidin-1-yl)benzonitrile